COCCC[SiH2]CCCNC(=O)N N-(3-methoxypropylsilylpropyl)urea